(1S,2S,6R,8S)-2,9,9-Trimethyl-4-(7-methyl-benzofuran-3-yl-methyl)-3,5-dioxa-4-bora-tricyclo[6.1.1.02,6]decane ethyl-3-(3,5-dichloroanilino)-2-fluoro-3-oxo-propionate C(C)OC(C(C(=O)NC1=CC(=CC(=C1)Cl)Cl)F)=O.C[C@@]12[C@@H]3C([C@H](C[C@H]2OB(O1)CC1=COC2=C1C=CC=C2C)C3)(C)C